FC(C1CC(C1)(C=1N=NNC1)NC(OC(C)(C)C)=O)F tert-butyl (3-(difluoromethyl)-1-(1H-1,2,3-triazol-4-yl)cyclobutyl)carbamate